ClC=1C=C(C=CC1F)NC(N(CCCO)[C@H](C)C1=NN(C(C2=CC(=C(C=C12)F)F)=O)C)=O |r| Racemic-3-(3-chloro-4-fluorophenyl)-1-(1-(6,7-difluoro-3-methyl-4-oxo-3,4-dihydrophthalazin-1-yl)ethyl)-1-(3-hydroxypropyl)urea